8-(3,3a,4,5,6,6a-hexahydro-1H-cyclopenta[c]pyrrol-2-carbonyl)-4-[(2R)-3-(3,4-dihydro-1H-isoquinolin-2-yl)-2-hydroxy-propyl]-2,3-dihydro-1,4-benzoxazepin-5-one C1N(CC2C1CCC2)C(=O)C2=CC1=C(C(N(CCO1)C[C@@H](CN1CC3=CC=CC=C3CC1)O)=O)C=C2